Fmocglycyl-alanine methyl ester COC([C@@H](NC(CNC(=O)OCC1C2=CC=CC=C2C2=CC=CC=C12)=O)C)=O